C(C1=CC=CC=C1)OC(=O)N1CC(C1)(C1=CC=C(C=C1)C1=C(N=CS1)C)NC(=O)[C@H]1N(C[C@@H](C1)O)C(=O)OC(C)(C)C tert-butyl (2S,4R)-2-[[1-benzyloxycarbonyl-3-[4-(4-methylthiazol-5-yl)phenyl]azetidin-3-yl]carbamoyl]-4-hydroxy-pyrrolidine-1-carboxylate